CN1C=CC2=CC=C(C=C12)C 1,6-dimethyl-indole